C1(CC1)O[C@@H](CN)C (R)-2-cyclopropoxypropan-1-amine